FC1=CC=CC=C1 6-fluorobenzene